perfluorophenyl (S)-4-((3-(5-(3-ethoxy-3-oxo-1-(1,2,3,4-tetrahydroisoquinolin-7-yl)propyl)-4-methyl-1H-benzo[d][1,2,3]triazol-1-yl)propoxy)methyl)piperidine-1-carboxylate C(C)OC(C[C@@H](C1=CC=C2CCNCC2=C1)C1=C(C2=C(N(N=N2)CCCOCC2CCN(CC2)C(=O)OC2=C(C(=C(C(=C2F)F)F)F)F)C=C1)C)=O